Morpholinethanol N1(CCOCC1)CCO